copper-silver nickel [Ni].[Ag].[Cu]